(S)-3-methoxy-N-(6-(5-methyl-6,7-dihydro-5H-pyrrolo[1,2-a]imidazol-3-yl)pyridin-2-yl)-1-(4-(trifluoromethyl)pyridin-3-yl)-1H-pyrazole-4-carboxamide COC1=NN(C=C1C(=O)NC1=NC(=CC=C1)C1=CN=C2N1[C@H](CC2)C)C=2C=NC=CC2C(F)(F)F